(3,5-difluorophenyl)-2-(1-(4,5,6,7-tetrahydrothieno[3,2-c]pyridine-5-carbonyl)piperidin-4-ylidene)acetonitrile FC=1C=C(C=C(C1)F)C(C#N)=C1CCN(CC1)C(=O)N1CC2=C(CC1)SC=C2